OOOOOOOOOCCCCCCCCCCCCCCCCCCCC(=O)O nonaoxa-nonaicosane-29-oic acid